(3-(2-amino-6-(methylamino)pyrimidin-4-yl)cyclobutyl)-2,4-dimethylbenzenesulfonamide NC1=NC(=CC(=N1)C1CC(C1)C=1C(=C(C=CC1C)S(=O)(=O)N)C)NC